(S)-5-bromo-2-(3-(3-chloropyridin-2-yloxy)pyrrolidin-1-yl)benzonitrile BrC=1C=CC(=C(C#N)C1)N1C[C@H](CC1)OC1=NC=CC=C1Cl